(1-(7-aminobenzo[d][1,3]dioxol-4-yl)pyrrolidin-3-yl)methanol Benzyl-N-[1-[[(2-chloroacetyl)-[(2-oxo-pyrrolidin-3-yl)methyl]amino]carbamoyl]-3-methyl-butyl]carbamate C(C1=CC=CC=C1)N(C(=O)OCC1CN(CC1)C1=CC=C(C=2OCOC21)N)C(CC(C)C)C(NN(CC2C(NCC2)=O)C(CCl)=O)=O